7-fluoro-6-(5-methoxy-1H-benzo[d][1,2,3]triazol-1-yl)-3,4-dihydroisoquinoline-2(1H)-sulfonamide FC1=C(C=C2CCN(CC2=C1)S(=O)(=O)N)N1N=NC2=C1C=CC(=C2)OC